4-(2-(4-(2-chloro-3-methylphenyl)piperazin-1-yl)ethyl)-4-fluorocyclohexane-1-amine ClC1=C(C=CC=C1C)N1CCN(CC1)CCC1(CCC(CC1)N)F